α-methoxystyrene COC(=C)C1=CC=CC=C1